N-{(2S,3R)-4,4-difluoro-1-[(2R)-oxolane-2-carbonyl]-2-[(2,2',3'-trifluoro[1,1'-biphenyl]-3-yl)methyl]pyrrolidin-3-yl}-ethanesulfonamide FC1([C@@H]([C@@H](N(C1)C(=O)[C@@H]1OCCC1)CC=1C(=C(C=CC1)C1=C(C(=CC=C1)F)F)F)NS(=O)(=O)CC)F